O.Cl Hydrogen Chloride Monohydrate